ClC=1C2=CNN=C2C(=C(C1)C1=CC=C(C=C1)C1CC(C1)CO)Cl 4,7-dichloro-6-(4-(3-(hydroxymethyl)cyclobutyl)phenyl)-2H-indazole